ClC1=NN(C=C1C(=O)NC1CCC(CC1)NC1=CC=CC=2N1C=C(N2)C(F)F)C 3-chloro-1-methyl-N-[(1s,4s)-4-{[2-(difluoromethyl)imidazo[1,2-a]pyridin-5-yl]amino}cyclohexyl]-1H-pyrazole-4-carboxamide